N=1NN=NC1CC=1N=NN(N1)CC=1C=C(C2=CC=CC=C2C1)C(=O)OCC ethyl 3-({5-[(2H-1,2,3,4-tetrazol-5-yl)methyl]-2H-1,2,3,4-tetrazol-2-yl}methyl)naphthalene-1-carboxylate